F[C@@H]1[C@@H](C1)NC(=O)C1=CN=C2N1N=C(C=C2NC)N2CCC1=C(C=CC=C21)C2=NC=C(C=C2)C=O N-[(1R,2S)-2-fluorocyclopropyl]-6-[4-(5-formylpyridin-2-yl)-2,3-dihydroindol-1-yl]-8-(methylamino)imidazo[1,2-b]pyridazine-3-carboxamide